(1r,3r)-3-amino-3-methylthietane 1-oxide bistriflate OS(=O)(=O)C(F)(F)F.OS(=O)(=O)C(F)(F)F.NC1(CS(C1)=O)C